N-(2-(8-methoxynaphthalen-1-yl)ethyl)-N-methylpropan-2-amine COC=1C=CC=C2C=CC=C(C12)CCN(C(C)C)C